COC1=CC=C(C=C1)C(OC[C@@H]1[C@H]([C@H]([C@@H](O1)N1C(NC=CC1=O)=O)O)OCCOC)(C1=CC=CC=C1)C1=CC=C(C=C1)OC 3-((2R,3R,4S,5R)-5-((bis(4-methoxyphenyl)(phenyl)methoxy)methyl)-3-hydroxy-4-(2-methoxyethoxy)tetrahydrofuran-2-yl)pyrimidine-2,4(1H,3H)-dione